2,6-difluoro-4-((2',3,5,6'-tetrafluoro-4'-propoxy-[1,1'-biphenyl]-4-yl)ethynyl)benzonitrile FC1=C(C#N)C(=CC(=C1)C#CC1=C(C=C(C=C1F)C1=C(C=C(C=C1F)OCCC)F)F)F